C(C)C(CO)(CO)C 2-ethyl-2-methyl-propane-1,3-diol